FC=1C=C(C=CC1CN1CC2(C1)CN(C2)C(C)C)C=2C=C(C1=C(N(C(=N1)C1=CC=C(C=C1)S(=O)(=O)C)C)C2)C 6-(3-fluoro-4-((6-isopropyl-2,6-diazaspiro[3.3]hept-2-yl)methyl)phenyl)-1,4-dimethyl-2-(4-(methylsulfonyl)phenyl)-1H-benzo[d]imidazole